3-(2-((4-((S)-2-(4-chloro-2-fluorophenyl)-2-methyl-2,3-dihydrobenzofuran-7-yl)piperidin-1-yl)methyl)-4-methyl-1-(((S)-oxetan-2-yl)methyl)-1H-imidazol-5-yl)acrylic acid ClC1=CC(=C(C=C1)[C@]1(OC2=C(C1)C=CC=C2C2CCN(CC2)CC=2N(C(=C(N2)C)C=CC(=O)O)C[C@H]2OCC2)C)F